C(=C)OC1=CC=C(C=C1)OC=C 1,4-divinyloxybenzene